[N+](=O)([O-])C=1C=C(C=C(C1)CN1CCNCCCNCCNCCC1)CN1CCNCCCNCCNCCC1 1'-[5-nitro-1,3-phenylenebis(methylene)]bis-1,4,8,11-tetraazacyclotetradecane